7-Methyl-5,6,7,8-tetrahydroimidazo[1,2-a]pyridin CC1CC=2N(CC1)C=CN2